CC1(CCC(CC1)C(=O)NNC(=O)C=1C=NC(=CC1NC)Cl)C(=O)OC1CC(CCC1)C1C2C(C(C(C1)C2)(C)C)C 3-(5,5,6-trimethylbicyclo[2.2.1]Hept-2-yl)cyclohexanol methyl-(1r,4r)-4-{N'-[6-chloro-4-(methylamino)pyridine-3-carbonyl]hydrazinecarbonyl}cyclohexane-1-carboxylate